CC1=C(C(=CC(=C1)C)C(F)(F)F)C=1CCCC2=C(C1C1=CC=C(C=C1)C=C1CN(C1)CCCF)C=CC(=C2)C(=O)O 8-(2,4-dimethyl-6-(trifluoromethyl)phenyl)-9-(4-((1-(3-fluoropropyl)azetidin-3-ylidene)methyl)phenyl)-6,7-dihydro-5H-benzo[7]annulene-3-carboxylic acid